trans-1-[3-[5-fluoro-2-[(4-hydroxycyclohexyl)amino]pyrimidin-4-yl]phenyl]pyridin-2-one FC=1C(=NC(=NC1)N[C@@H]1CC[C@H](CC1)O)C=1C=C(C=CC1)N1C(C=CC=C1)=O